N[C@H](C(=O)NC1=CC=C(C=C1)C=1N(C=NC1)C)C1CCCCC1 (2S)-2-amino-2-cyclohexyl-N-[4-(3-methylimidazol-4-yl)phenyl]-acetamide